ClC=1C=C(C=C(C1)Cl)C1=CC=C2C(CCOC2=C1)NC(O[C@@H]1CN2CCC1CC2)=O (S)-quinuclidin-3-yl (7-(3,5-dichlorophenyl)chroman-4-yl)carbamate